COC(C1=CC=C(C=C1)N1N=NC(=C1C1=CC=C(C=C1)Br)C#N)=O 4-[5-(4-bromophenyl)-4-cyano-1,2,3-triazole-1-yl]benzoic acid methyl ester